N=1C=CN2C1C=CC(=C2)C2=C(C=1CCCC1C=C2C)N 5-(imidazo[1,2-a]pyridin-6-yl)-6-methyl-2,3-dihydro-1H-inden-4-amine